C(C)(=O)NC(=N)N N-acetylguanidine